4-(2-methoxyphenyl)thiazol-2-amine COC1=C(C=CC=C1)C=1N=C(SC1)N